(E)-3-(cyclohexylamino)-2-(trifluoromethyl)acrylic acid ethyl ester C(C)OC(/C(=C\NC1CCCCC1)/C(F)(F)F)=O